C(C)OC(C1=CN=CC(=C1)C=1N(C2=CC=CC=C2C1C#N)C)=O 5-(3-Cyano-1-methyl-1H-indol-2-yl)-nicotinic acid ethyl ester